2-(7-fluoro-6-hydroxy-2-methyl-indazol-5-yl)-6-[(3R)-pyrrolidin-3-yl]-1,6-naphthyridin-5-one FC1=C(C(=CC2=CN(N=C12)C)C1=NC=2C=CN(C(C2C=C1)=O)[C@H]1CNCC1)O